5-(8-((3aR,6aS)-hexahydrocyclopenta[c]pyrrol-2(1H)-yl)imidazo[1,2-b]pyridazin-6-yl)pyrimidine-2,4(1H,3H)-dione C1N(C[C@H]2[C@@H]1CCC2)C=2C=1N(N=C(C2)C=2C(NC(NC2)=O)=O)C=CN1